C(C)(C)(C)OC(=O)N1CCN(CC1)C1=C(C=C(C=C1)NC1C(NC(CC1)=O)=O)F 4-(4-((2,6-Dioxopiperidin-3-yl)amino)-2-fluorophenyl)piperazine-1-carboxylic acid tert-butyl ester